2,4,4,4-tetrachloro-1,1,1-trifluorobutane ClC(C(F)(F)F)CC(Cl)(Cl)Cl